2-[(2R)-2-aminobut-3-yn-1-yl]-3,5-dichloro-N-[(furan-2-yl)methyl]thieno[3,2-b]pyridin-7-amine dihydrochloride Cl.Cl.N[C@H](CC1=C(C2=NC(=CC(=C2S1)NCC=1OC=CC1)Cl)Cl)C#C